O=C1OC2=CC(=CC=C2C(=C1)C1=C(C=CC=C1)C)[C@@H]1[C@@H](C1)C(=O)OCC ethyl (cis)-2-(2-oxo-4-(o-tolyl)-2H-chromen-7-yl)cyclopropane-1-carboxylate